(R)-1-(1-((3-(3-chlorophenyl)isoxazol-5-yl)methyl)-1H-benzo[d]imidazol-2-yl)piperidin-3-amine ClC=1C=C(C=CC1)C1=NOC(=C1)CN1C(=NC2=C1C=CC=C2)N2C[C@@H](CCC2)N